C(CCCCC)OC(C(C)OC=C(C)C1=CC=CC=C1)=O hexyl-2-((2-phenylprop-1-en-1-yl)oxy)propanoate